COCOC1=C(C=CC(=C1)C=1C=NN(C1)C1OCCCC1)C1=CC=C(N=N1)N1CC(CC1)N(C(OC(C)(C)C)=O)C1(CC1)C tert-butyl N-(1-{6-[2-(methoxymethoxy)-4-[1-(oxan-2-yl)pyrazol-4-yl]phenyl]pyridazin-3-yl}pyrrolidin-3-yl)-N-(1-methylcyclopropyl)carbamate